2-methyl-5-((1-methyl-azetidin-2-yl)methoxy)benzamide CC1=C(C(=O)N)C=C(C=C1)OCC1N(CC1)C